O1CCN(CC1)C=1C(C(C1NCC1=NC=C(C=C1)C1=NOC(=N1)C(F)(F)F)=O)=O 3-morpholino-4-(((5-(5-(trifluoromethyl)-1,2,4-oxadiazol-3-yl)pyridin-2-yl)methyl)amino)cyclobut-3-ene-1,2-dione